3-tert-butyl-1-[(2R)-2-methyl-4-[(3-methylphenyl)methyl]-3-oxo-2H-1,4-benzoxazin-7-yl]urea C(C)(C)(C)NC(NC1=CC2=C(N(C([C@H](O2)C)=O)CC2=CC(=CC=C2)C)C=C1)=O